(S)-6-(1-(2-(3-methoxypyrrolidin-1-yl)ethyl)-1H-pyrazol-4-yl)-4-(1-(pent-3-yl)-1H-pyrazol-4-yl)pyrazolo[1,5-a]pyrazine CO[C@@H]1CN(CC1)CCN1N=CC(=C1)C=1N=C(C=2N(C1)N=CC2)C=2C=NN(C2)C(CC)CC